hydroxyhexyl methacrylate (hydroxymethacrylate) OC=C(C(=O)O)C.C(C(=C)C)(=O)OCCCCCCO